NC=1[N-]C=CN1 amino-imidazolate